O=S1(C(CNCC1)C1=CC=C(C=C1)NC(=O)NCC1=CC=C(C=C1)OC)=O 1-(4-(1,1-dioxido-thiomorpholin-2-yl)phenyl)-3-(4-methoxybenzyl)urea